N=1C=C(N2C1C=CC=C2)C(=O)N2CC1=C(CC2)C(=CS1)C(=O)NC1=CC(=CC(=C1)C(F)(F)F)CN1CC(N(CC1)C)=O 6-(imidazo[1,2-a]pyridine-3-carbonyl)-N-(3-((4-methyl-3-oxopiperazin-1-yl)methyl)-5-(trifluoro-methyl)phenyl)-4,5,6,7-tetrahydrothieno[2,3-c]-pyridine-3-carboxamide